6-Fluoro-1,2,3,4-tetrahydrobenzo[4,5]thiophene FC1=CCC2CCSC2=C1